C[C@]12CC[C@H](C[C@H]2[C@@H](CCC1)C)C(C)=O |r| 1-((2RS,4aRS,8RS,8aSR)-4a,8-dimethyldecahydronaphthalen-2-yl)ethan-1-one